C[C@]1(CC(CCC1)=O)CN1N=C2C=C(C=CC2=C1)C#N (S)-2-((1-methyl-3-oxo-cyclohexyl)methyl)-2H-indazole-6-carbonitrile